N-(6-cyano-1-cyclopropyl-1H-indol-2-yl)-2-cyclopentylacetamide C(#N)C1=CC=C2C=C(N(C2=C1)C1CC1)NC(CC1CCCC1)=O